(R)-4-(3-fluoro-4-methyloxy-phenyl)-indan-1-ylamine FC=1C=C(C=CC1OC)C1=C2CC[C@H](C2=CC=C1)N